The molecule is a ciguatoxin comprising a sequence of twelve trans-fused six-, seven-, eight- and nine-membered oxacycles and a spiro-fused tetrahydrofuran substituted by a (1E)-buta-1,3-dien-1-yl side chain. It is isolated from Gambierdiscus toxicus. It has a role as a metabolite. C[C@@H]1C[C@H]2[C@@H](C[C@H]3[C@H](O2)[C@H]([C@@H]([C@H]4[C@H](O3)[C@H]([C@@H]([C@]5(O4)CCCO5)C)C)O)C)O[C@H]6C[C@@H]7[C@]([C@@H](C[C@@H]8[C@@H](O7)C/C=C\\C[C@@H]9[C@@H](O8)C=C[C@@H]2[C@@H](O9)C=C[C@@H]3[C@@H](O2)C[C@@H]2[C@@H](O3)[C@@H]([C@@H]3[C@@H](O2)CC=C[C@@H](O3)/C=C/C=C)O)O)(O[C@@H]6C1)C